BrC1=C(C=C2C(=CN=NC2=C1)C1CCC1)Cl 7-bromo-6-chloro-4-cyclobutylcinnoline